C1(=CC=CC=C1)S(=O)(=O)N1C(=CC=2C1=NC=CC2C=2N=C(SC2)NC(=O)[C@@H](CC(C)C)NC(OC(C)(C)C)=O)C tert-Butyl N-[(1R)-1-[[4-[1-(benzenesulfonyl)-2-methyl-pyrrolo[2,3-b]pyridin-4-yl]thiazol-2-yl]carbamoyl]-3-methyl-butyl]carbamate